(4-(cyclopropylethynyl)-6-fluoro-2-oxo-4-(trifluoromethyl)-1,4-dihydro-2H-benzo[d][1,3]oxazin-7-ylmethyl)nicotinonitrile C1(CC1)C#CC1(C2=C(NC(O1)=O)C=C(C(=C2)F)CC2=C(C#N)C=CC=N2)C(F)(F)F